C(C=C)(=O)[O-].C(C=C)(=O)[O-].[Zn+2] Zinc diacrylate